OC1=C(C(=O)NC=2C=C3C=CC=NC3=CC2)C=C(C=C1)[N+](=O)[O-] 2-hydroxy-5-nitro-N-(quinolin-6-yl)benzamide